[11-(6,6-dipentoxyhexanoyloxy)-6-[(1-methyl-4-piperidyl)methylamino]undecyl] 6,6-dipentoxyhexanoate C(CCCC)OC(CCCCC(=O)OCCCCCC(CCCCCOC(CCCCC(OCCCCC)OCCCCC)=O)NCC1CCN(CC1)C)OCCCCC